C(C)OC(=O)C=1C(=C(N2C=C(C(=C2C1)C(C)C)C=1C=C2C=CNC2=C(C1)C#N)C(C)N1CCOCC1)C isopropyl-2-(7-cyanoindol-5-yl)-6-methyl-5-(1-morpholinoethyl)indolizine-7-carboxylic acid ethyl ester